C(C)N1C(C(C2=CC(=CC=C12)NC(=O)C=1C(NC=CC1NC1=C(C2=C(OCCN2)N=C1)C)=O)(C)C)=O N-(1-ethyl-3,3-dimethyl-2-oxoindolin-5-yl)-4-((8-methyl-2,3-dihydro-1H-pyrido[2,3-b][1,4]oxazin-7-yl)amino)-2-oxo-1,2-dihydropyridine-3-carboxamide